NC=1N=C(CC(N1)=O)C1=NN(C(=C1CC1=CC=CC=C1)C)C 2-amino-6-(4-benzyl-1,5-dimethyl-pyrazol-3-yl)-5H-pyrimidin-4-one